C(NC(=O)C=1N=NC(=CC1)NC1=NC=NC=C1)([2H])([2H])[2H] N-(methyl-d3)-6-(pyrimidin-4-ylamino)pyridazine-3-carboxamide